C(C)(O)(O)O.ClC[C@H](CNC1=CC=C(C=C1)N1C(COCC1)=O)O (S)-4-(4-((3-chloro-2-hydroxypropyl)amino)phenyl)morpholin-3-one Orthoacetate